(Cis)-2,6-dimethylmorpholine C[C@@H]1CNC[C@@H](O1)C